bis(8-oxo-8-(pentadecan-7-yloxy)octyl) 2-(((2-((2-hydroxyethyl)(methyl)amino)ethoxy)carbonyl)oxy)pentanedioate OCCN(CCOC(=O)OC(C(=O)OCCCCCCCC(OC(CCCCCC)CCCCCCCC)=O)CCC(=O)OCCCCCCCC(OC(CCCCCC)CCCCCCCC)=O)C